5-((3-(8-(((3S,4R)-3-fluoro-1-methylpiperidin-4-yl)amino)-3-((trifluoromethyl)thio)imidazo[1,2-a]pyridin-2-yl)prop-2-yn-1-yl)amino)-6-methoxy-N-methylnicotinamide F[C@H]1CN(CC[C@H]1NC=1C=2N(C=CC1)C(=C(N2)C#CCNC=2C(=NC=C(C(=O)NC)C2)OC)SC(F)(F)F)C